(3R)-3-{[2-(1,5-dimethyl-1H-pyrazol-4-yl)[1,2,4]triazolo[1,5-c]quinazolin-5-yl]amino}azepan-2-one CN1N=CC(=C1C)C1=NN2C(=NC=3C=CC=CC3C2=N1)N[C@H]1C(NCCCC1)=O